BrC=1C=C(C=CC1F)N1ON(C(=C1)NC1CC(C1)O)O N-(3-bromo-4-fluorophenyl)-N'-hydroxy-4-((3-hydroxycyclobutyl)amino)-1,2,5-oxadiazole